COC=1C=C2C(=CN(C(C2=CC1OC)=O)C=1C=C(C#N)C=CN1)C(=O)N1CCCCC1 2-(6,7-dimethoxy-1-oxo-4-(piperidine-1-carbonyl)isoquinolin-2(1H)-yl)isonicotinonitrile